7-(1-Methyl-1H-pyrazol-3-yl)-2-(1H-indol-4-yl)thieno[3,2-d]pyrimidine-4-yl-3-methylmorpholine CN1N=C(C=C1)C1=CSC2=C1N=C(N=C2N2C(COCC2)C)C2=C1C=CNC1=CC=C2